methyl (s)-(7-((1-hydroxyhexan-3-yl)amino)-1-((6-(1-(tetrahydro-2H-pyran-4-yl)piperidin-4-yl)pyridin-3-yl)methyl)-1H-pyrazolo[4,3-d]pyrimidin-5-yl)carbamate OCC[C@H](CCC)NC=1C2=C(N=C(N1)NC(OC)=O)C=NN2CC=2C=NC(=CC2)C2CCN(CC2)C2CCOCC2